(S)-4-chloro-2-(4-(6-((4-cyano-2-fluorobenzyl)oxy)-5-fluoropyridin-2-yl)-2,5-difluorobenzyl)-1-(4,4-dimethyltetrahydrofuran-3-yl)-1H-benzo[d]imidazole-6-carboxylic acid ClC1=CC(=CC=2N(C(=NC21)CC2=C(C=C(C(=C2)F)C2=NC(=C(C=C2)F)OCC2=C(C=C(C=C2)C#N)F)F)[C@@H]2COCC2(C)C)C(=O)O